N-[(1R,2R)-2-hydroxycyclopentyl]-3-oxo-2-(pyridin-3-yl)-6-[4-(trifluoromethyl)phenyl]-2,3-dihydropyridazine-4-carboxamide O[C@H]1[C@@H](CCC1)NC(=O)C=1C(N(N=C(C1)C1=CC=C(C=C1)C(F)(F)F)C=1C=NC=CC1)=O